COC1=C2C=NN(C2=CC=C1)COCC[Si](C)(C)C 4-methoxy-1-((2-(trimethylsilyl)ethoxy)methyl)-1H-indazole